Methyl 1-(5-(3-cyano-6-ethoxypyrazolo[1,5-a]pyridin-4-yl)pyridin-2-yl)-4-(2,5-difluoro-benzamido)piperidine-4-carboxylate C(#N)C=1C=NN2C1C(=CC(=C2)OCC)C=2C=CC(=NC2)N2CCC(CC2)(C(=O)OC)NC(C2=C(C=CC(=C2)F)F)=O